6-(5,6-dihydro-4H-pyrrolo[1,2-b]pyrazol-3-yl)-N-(2-fluoro-5-(2-(4-(methoxymethyl)piperidin-1-yl)acetamido)phenyl)pyrazolo[1,5-a]pyrazine-3-carboxamide N=1N2C(=C(C1)C=1N=CC=3N(C1)N=CC3C(=O)NC3=C(C=CC(=C3)NC(CN3CCC(CC3)COC)=O)F)CCC2